1,2,4-thiadiazole-5-amine hydrochloride Cl.S1N=CN=C1N